C(CC#C)C1(N=NC=CC=C1)CCN 2-(3-but-3-ynyldiazepin-3-yl)ethylamine